CC1=C(C=2N(C=C1C=1NC3=CC=C(C=C3C1C(C)C)C1CCN(CC1)C(CC)=O)N=CN2)C 1-(4-(2-(7,8-dimethyl-[1,2,4]triazolo[1,5-a]pyridin-6-yl)-3-isopropyl-1H-indol-5-yl)piperidin-1-yl)propan-1-one